4-benzyl-6-(1-methyl-1H-pyrazol-5-yl)-3,4-dihydroquinoxalin-2(1H)-one C(C1=CC=CC=C1)N1CC(NC2=CC=C(C=C12)C1=CC=NN1C)=O